ClC=1C=C(C=C2C=CC(=NC12)NC1=CC=C(C=C1)OC(F)(F)F)OCCN1CCOCC1 8-Chloro-6-(2-morpholinoethoxy)-N-(4-(trifluoromethoxy)phenyl)chinolin-2-amin